C(C)(=O)C=1C=C(NC1)C(=O)NCC1=C(C=C(C=C1F)F)F 4-acetyl-N-(2,4,6-trifluorobenzyl)-1H-pyrrole-2-carboxamide